ethyl 1-[5-(trifluoromethyl)pyrazin-2-yl]piperidine-4-carboxylate FC(C=1N=CC(=NC1)N1CCC(CC1)C(=O)OCC)(F)F